ClC1=CC=C(S1)C1=CC(=NO1)C(=O)NC=1SC(=NN1)SC 5-(5-chlorothiophene-2-yl)-N-[5-(methylsulfanyl)-1,3,4-thiadiazol-2-yl]-1,2-oxazole-3-carboxamide